(S)-tert-butyl (1-((2-aminoethyl)amino)-3-(4-ethoxyphenyl)propan-2-yl)carbamate NCCNC[C@H](CC1=CC=C(C=C1)OCC)NC(OC(C)(C)C)=O